(±)-trans-4-(4-fluorophenyl)-3-[(biphenyl-3-yl)carbamoyl]Pyrrolidine-1-carboxylic acid FC1=CC=C(C=C1)[C@H]1[C@@H](CN(C1)C(=O)O)C(NC=1C=C(C=CC1)C1=CC=CC=C1)=O |r|